NC1CN(CC12CCOC2)C2=NC=1CCC(CC1C=C2)NC(=O)C2=CC1=C(N=N2)N(C=C1Cl)CC N-(2-{9-amino-2-oxa-7-azaspiro[4.4]nonan-7-yl}-5,6,7,8-tetrahydroquinolin-6-yl)-5-chloro-7-ethyl-7H-pyrrolo[2,3-c]pyridazine-3-carboxamide